4,5,6,7-tetrahydro-1-indanone C1(CCC=2CCCCC12)=O